CNC1C(CC2(OCCO2)CC1)C N,7-dimethyl-1,4-dioxaspiro[4.5]decan-8-amine